N-(2-hydroxyethyl)-N-methyl-pyridine-3-carboxamide OCCN(C(=O)C=1C=NC=CC1)C